2-(4-(4-(8-amino-3-(azetidine-1-carbonyl)-1,7-naphthyridin-5-yl)phenyl)-1H-pyrazol-1-yl)-N,N-dimethylacetamide NC=1N=CC(=C2C=C(C=NC12)C(=O)N1CCC1)C1=CC=C(C=C1)C=1C=NN(C1)CC(=O)N(C)C